BrC1=CC2=C(C=N1)C=NN2C2=CC=C(C=N2)C(=O)N2CCC(CC2)(F)F (6-(6-bromo-1H-pyrazolo[4,3-c]pyridin-1-yl)pyridin-3-yl)(4,4-difluoropiperidin-1-yl)methanone